ClC(CC)[Si](Cl)(OC)OC 1-chloropropyldimethoxychlorosilane